CC(C)CCCC(CCCC(CCCC(C)C)C)C 2,6,10,14-TETRAMETHYL-PENTADECANE